3-(7-(1-((1-(2-hydroxy-2-methylpropyl)-1H-pyrazol-3-yl)methyl)-1H-1,2,3-triazol-4-yl)-3H-imidazo[4,5-b]pyridin-5-yl)-2-methylbenzonitrile OC(CN1N=C(C=C1)CN1N=NC(=C1)C1=C2C(=NC(=C1)C=1C(=C(C#N)C=CC1)C)NC=N2)(C)C